CN([C@@H](CC(O)=O)C(=O)Cl)C(=O)OCC1C2=CC=CC=C2C=2C=CC=CC12 methyl-N-[(9H-fluoren-9-ylmethoxy)carbonyl]-l-α-aspartyl chloride